3-bromonaphtho[2,3-b]phenyl-furan BrC1=CC2=CC=3C(=C(C=CC3)C=3OC=CC3)C=C2C=C1